1,1-bis(3-methyl-4-hydroxyphenyl)decane tert-butyl-N-[2-[2-[2-[2-[(6-fluoro-2-pyridyl)sulfonylamino]thiazol-4-yl]phenyl]ethylsulfonylamino]ethyl]carbamate C(C)(C)(C)OC(NCCNS(=O)(=O)CCC1=C(C=CC=C1)C=1N=C(SC1)NS(=O)(=O)C1=NC(=CC=C1)F)=O.CC=1C=C(C=CC1O)C(CCCCCCCCC)C1=CC(=C(C=C1)O)C